dinonyl 8,8'-((24Z,24'Z)-1,3-phenylenebis(18-(((Z)-oct-5-en-1-yl)oxy)-1,15-dioxo-14,19-dioxa-2,6-diazaheptacos-24-ene-1,6-diyl))dioctanoate C1(=CC(=CC=C1)C(NCCCN(CCCCCCCOC(CCC(OCCCC\C=C/CC)OCCCC\C=C/CC)=O)CCCCCCCC(=O)OCCCCCCCCC)=O)C(NCCCN(CCCCCCCOC(CCC(OCCCC\C=C/CC)OCCCC\C=C/CC)=O)CCCCCCCC(=O)OCCCCCCCCC)=O